((R)-1-((R)-4,6-dimethyl-1,4-diazepan-1-yl)butyl)-3-ethylpyrido[4,3-d]pyrimidin-4(3H)-one CN1CCN(C[C@@H](C1)C)[C@H](CCC)C=1N(C(C2=C(N1)C=CN=C2)=O)CC